4-amino-1-methylpyrazolo[4,3-c]quinoline-8-carbonyl chloride NC1=NC=2C=CC(=CC2C2=C1C=NN2C)C(=O)Cl